(S)-3-(2'-cyanobiphenyl-3-yl)-3-((S)-4-methyl-2-(4-oxoquinazolin-3(4H)-yl)pentanamido)propanoic acid C(#N)C1=C(C=CC=C1)C1=CC(=CC=C1)[C@H](CC(=O)O)NC([C@H](CC(C)C)N1C=NC2=CC=CC=C2C1=O)=O